FC=1C(=CC(=NC1)C)C1=CC=2N(C=C1)N=C(C2CO)NC(=O)C2CC2 N-(5-(5-fluoro-2-methylpyridin-4-yl)-3-(hydroxymethyl)pyrazolo[1,5-a]pyridin-2-yl)cyclopropanecarboxamide